C=CCCCCCCCCCCCCCCCCCC n-icosene